CC1=CC=C(C(=O)OOC(C2=CC=C(C=C2)C)=O)C=C1 Di-(4-methyl-benzoyl)peroxid